Methyl (S)-2-(2-(1-(3-(4-cyanophenyl)propanoyl)piperidin-4-yl)acetamido)-3-(4-methoxy-phenyl)propanoate C(#N)C1=CC=C(C=C1)CCC(=O)N1CCC(CC1)CC(=O)N[C@H](C(=O)OC)CC1=CC=C(C=C1)OC